NC1=C(C(=O)N2CCC(CC2)C2=C3C(=NC=C2)NC(=N3)C3CCN(CC3)C(C)=O)C=CC(=C1)OC(F)(F)F 1-[4-[7-[1-[2-amino-4-(trifluoromethoxy)benzoyl]-4-piperidyl]-3H-imidazo[4,5-b]pyridin-2-yl]-1-piperidyl]ethanone